(±)-Ethyl 1-(4-bromo-3,5-dimethyl-phenyl)-5-phenyl-pyrazole-4-carboxylate BrC1=C(C=C(C=C1C)N1N=CC(=C1C1=CC=CC=C1)C(=O)OCC)C